C(=O)(OC(C)(C)C)NOCC(=O)O (Boc-aminooxy)-acetic acid